OC1=C(C=C(C=C1)NC(C1=CC=CC=C1)=O)NS(=O)(=O)C N-(4-hydroxy-3-(methylsulfonamido)phenyl)benzamide